ClC=1C=C2C(=NC(N3C2=C(C1C1=CC=C(C=C1)F)SC[C@@H](C3)OC)=O)N3C[C@@H](N[C@@H](C3)C)C (R)-10-chloro-8-((3S,5R)-3,5-dimethylpiperazin-1-yl)-11-(4-fluorophenyl)-3-methoxy-3,4-dihydro-2H,6H-[1,4]thiazepino[2,3,4-ij]quinazolin-6-one